butyl 3-(2-aminophenyl)-6-fluoro-1H-indazole-1-carboxylate NC1=C(C=CC=C1)C1=NN(C2=CC(=CC=C12)F)C(=O)OCCCC